CC(C(=O)OC1COCC1OC(C(C)C)=O)C tetrahydrofuran-3,4-diyl bis(2-methyl propanoate)